2-(3-thienyl)ethoxy-4-butylsulfonat S1C=C(C=C1)CCOC(CCC)S(=O)(=O)[O-]